(S)-6-(5-bromo-1-((trans)-4-methoxycyclohexyl)-1H-benzo[d]imidazol-2-yl)-1-(3,4-difluorophenyl)piperidine-2-one BrC1=CC2=C(N(C(=N2)[C@@H]2CCCC(N2C2=CC(=C(C=C2)F)F)=O)[C@@H]2CC[C@H](CC2)OC)C=C1